N1N=NN=C1C1=C(C=CC=C1)C1=CC=C(C=C1)CN1C(=NC2(C1=O)CCCC2)CC(CC)N=[N+]=[N-] 3-((2'-(1H-tetrazol-5-yl)-[1,1'-biphenyl]-4-yl)methyl)-2-(2-azidobutyl)-1,3-diazaspiro[4.4]non-1-en-4-one